BrC1=CC(=C(CNC2=NOC(=C2)C(F)(F)F)C=C1)F N-(4-Bromo-2-fluorobenzyl)-5-(trifluoromethyl)isoxazol-3-amine